methyl 4-(2-(2-aminopyridin-3-yl)-5-(bis(methyl-d3)amino)-3H-imidazo[4,5-b]pyridin-3-yl)benzoate NC1=NC=CC=C1C1=NC=2C(=NC(=CC2)N(C([2H])([2H])[2H])C([2H])([2H])[2H])N1C1=CC=C(C(=O)OC)C=C1